(S)-N-(3-(3-aminoprop-1-yn-1-yl)phenyl)-8-(2-(4-(4-chlorophenyl)-2,3,9-trimethyl-6H-thieno[3,2-f][1,2,4]triazolo[4,3-a][1,4]diazepin-6-yl)acetamido)octanamide hydrochloride Cl.NCC#CC=1C=C(C=CC1)NC(CCCCCCCNC(C[C@H]1C=2N(C3=C(C(=N1)C1=CC=C(C=C1)Cl)C(=C(S3)C)C)C(=NN2)C)=O)=O